2-((4-bromophenoxy)methyl)-6-(prop-1-en-2-yl)-1,4-dioxane BrC1=CC=C(OCC2OC(COC2)C(=C)C)C=C1